NCCCCCC(=O)NC1CCNCC1 4-(6-aminohexanamido)piperidine